(dimethylamino)methan CN(C)C